C(C)(C)C1C(CC(CC1)C)C(COC)(COC)CCC(Cl)Cl 2-(2-isopropyl-5-methylcyclohexyl)-2-(3,3-dichloropropyl)-1,3-dimethoxypropane